Br\C(=C(\C(=O)OC)/NC(=O)OC(C)(C)C)\C1=C(C=C(C=C1)Cl)[N+](=O)[O-] methyl (Z)-3-bromo-3-(4-chloro-2-nitrophenyl)-2-[(2-methylpropan-2-yl)oxycarbonylamino]prop-2-enoate